(9R,13S)-13-amino-3-(difluoromethyl)-9-methyl-3,4,7,16-tetraazatricyclo[12.3.1.02,6]octadeca-1(18),2(6),4,14,16-pentaen-8-one N[C@H]1CCC[C@H](C(NC=2C=NN(C2C=2C=NC=C1C2)C(F)F)=O)C